COC1=CC=C(COC(=O)C2=C(CS[C@H]3N2C(C3NC(CC3=CC=CC=C3)=O)=O)CCl)C=C1 4-methoxybenzyl-3-chloromethyl-7-(2-phenylacetamido)-3-cephem-4-carboxylate